ClC1=CC(=C(C=C1)[C@@]1(OC2=C(O1)C=CC=C2C2CCN(CC2)CC=2N(C(=C(N2)C)CCC(=O)OCC)C[C@H]2OCC2)C)F ethyl 3-(2-((4-((S)-2-(4-chloro-2-fluorophenyl)-2-methylbenzo[d][1,3]dioxol-4-yl)piperidin-1-yl)methyl)-4-methyl-1-(((S)-oxetan-2-yl)methyl)-1H-imidazol-5-yl)propanoate